CC=1OC(=C(N1)C1=CC=C(CN2C3=NC(=NC=C3NC2=O)C2=C(C=CC=C2)C(C)C)C=C1)C 9-(4-(2,5-dimethyloxazol-4-yl)benzyl)-2-(2-isopropylphenyl)-7,9-dihydro-8H-purin-8-one